tert-butyl 3-((6-(3-acrylamidophenyl)-4-benzylpyridin-2-yl) amino)-5-methyl-1H-pyrazole-1-carboxylate C(C=C)(=O)NC=1C=C(C=CC1)C1=CC(=CC(=N1)NC1=NN(C(=C1)C)C(=O)OC(C)(C)C)CC1=CC=CC=C1